3-(1,2,3,5,6,7-hexahydro-s-indacen-4-yl)-1-[(1-methyl-1H-pyrazol-4-yl)[1-(2,2,2-trifluoroethyl)pyrrolidin-3-yl]sulfamoyl]urea sodium salt [Na].C1CCC2=C(C=3CCCC3C=C12)NC(NS(N(C1CN(CC1)CC(F)(F)F)C=1C=NN(C1)C)(=O)=O)=O